S1C(=NC2=C1C=CC=C2)C2=C(SC=1CN(CCC12)C(=O)OCC1=CC=CC=C1)[N+]#[C-] Benzyl 3-(Benzo[d]thiazol-2-yl)-2-isocyano-4,7-dihydrothieno[2,3-c]pyridine-6(5H)-carboxylate